C(C)[C@H]1NCC[C@H](C1)C1=NN=CN1C (2R,4R)-2-ethyl-4-(4-methyl-4H-1,2,4-triazol-3-yl)piperidine